benzyl-2-(3-chlorophenyl)-benzo[d]Imidazole C(C1=CC=CC=C1)C1=CC=CC=2N=C(NC21)C2=CC(=CC=C2)Cl